CS(=O)(=O)C1=NC(=C2N=C(NC2=N1)C(F)(F)F)N 2-(methylsulfonyl)-8-(trifluoromethyl)-9H-purine-6-amine